1-(4-cyclopropoxy-3-(trifluoromethyl)benzyl)-1H-pyrazole-4-carboxylic acid C1(CC1)OC1=C(C=C(CN2N=CC(=C2)C(=O)O)C=C1)C(F)(F)F